FC(C(=O)N1CCC(CC1)(CO)O)(F)C=1C=C(C(=O)NC2=CC(=C(C=C2)F)C)C=CC1F 3-(1,1-difluoro-2-(4-hydroxy-4-(hydroxymethyl)piperidin-1-yl)-2-oxoethyl)-4-fluoro-N-(4-fluoro-3-methylphenyl)benzamide